tert-butyl (1-(4-formyl-6-methylpyrimidin-2-yl)azetidin-3-yl)(methyl)carbamate C(=O)C1=NC(=NC(=C1)C)N1CC(C1)N(C(OC(C)(C)C)=O)C